6-chloro-1-isopropyl-3-methylpyrimidine ClC1=CCN(CN1C(C)C)C